4-(1-(4-(azetidin-1-ylmethyl)-2-chlorophenyl)-1H-imidazol-4-yl)-N-((3r,4s)-3-fluoro-1-(methylsulfonyl)piperidin-4-yl)-5-(trifluoromethyl)pyrimidin-2-amine N1(CCC1)CC1=CC(=C(C=C1)N1C=NC(=C1)C1=NC(=NC=C1C(F)(F)F)N[C@@H]1[C@@H](CN(CC1)S(=O)(=O)C)F)Cl